C(CCCCCCCCCCC)OC(CCN1C2(OC3(CC(NC(C3)(C)C)(C)C)C1=O)CCCCCCCCCCC2)=O 2,2,4,4-tetramethyl-21-oxo-7-oxa-3,20-diazadispiro[5.1.11.2]heneicosane-20-propionic acid dodecylester